OC[C@H](CCC)N1CC=CC=C1 N-((1S)-1-(hydroxymethyl)butyl)pyridine